(1S,2S,4R,5R,6S,7S)-N-(3,4-dichlorophenyl)-7-(2-methoxypyridin-4-yl)-8-oxatricyclo[3.2.1.02,4]octane-6-carboxamide ClC=1C=C(C=CC1Cl)NC(=O)[C@@H]1[C@H]2[C@@H]3C[C@@H]3[C@@H]([C@@H]1C1=CC(=NC=C1)OC)O2